NC1=CC(=C(CN2C(CN(CC2)C)=O)C=C1)C 1-(4-amino-2-methylbenzyl)-4-methylpiperazin-2-one